N-[(1S)-1-(dicyclopropylmethyl)-2-oxo-2-[[1-[1-(6-oxo-1H-pyridazin-5-yl)ethyl]pyrazol-4-yl]amino]ethyl]-4-ethyl-1,2,5-oxadiazole-3-carboxamide C1(CC1)C([C@@H](C(NC=1C=NN(C1)C(C)C1=CC=NNC1=O)=O)NC(=O)C1=NON=C1CC)C1CC1